C(C1=CC=CC=C1)OC1=C2C(=CN(C2=CC=C1)C(=O)OC(C)(C)C)C1=CC=C(C=C1)C(=O)OCC1=CC=CC=C1 tert-butyl 4-benzyloxy-3-(4-benzyloxycarbonylphenyl)indole-1-carboxylate